ClC=1OC2=C(N1)C=C(C(=C2)OC)OC 2-chloro-5,6-dimethoxybenzo[d]oxazole